(S or R)-1-((3-(2-(5-fluorothiophen-2-yl)ethyl)-1-(2-(6-methylpyridin-3-yl)propan-2-yl)pyrrolidin-3-yl)methyl)-4-isopropylpiperazine FC1=CC=C(S1)CC[C@@]1(CN(CC1)C(C)(C)C=1C=NC(=CC1)C)CN1CCN(CC1)C(C)C |o1:8|